O1C(=CC=C1)C1=NC2=CC=CC=C2C=N1 2-(furan-2-yl)quinazoline